FC(C12CC(C1)(C2)C(=O)O)(F)F 3-(trifluoromethyl)-bicyclo[1.1.1]pentane-1-carboxylic acid